tungsten-lanthanum-cerium [Ce].[La].[W]